8,11-dibromo-9,10-difluoroacenaphtho[1,2-b]quinoxaline BrC1=C2N=C3C(=NC2=C(C(=C1F)F)Br)C=1C=CC=C2C=CC=C3C12